BrC1=C(C=CC=C1)NC(C1=CC=C(C=C1)C(C)(C)C)=S N-(2-bromophenyl)-4-tert-butylthiobenzamide